O=C1NC(CCC1N1C(C2=CC=C(C=C2C1=O)N1CCC2(CN(CCO2)CCCCC(=O)O)CC1)=O)=O 5-[9-[2-(2,6-dioxopiperidin-3-yl)-1,3-dioxoisoindol-5-yl]-1-oxa-4,9-diazaspiro[5.5]undecan-4-yl]pentanoic acid